trans-tert-butyl-7-amino-6-cyano-10-methyl-4,4a,10,10a-tetrahydro-1H-benzo[b]pyrido[3,4-e][1,4]oxazine-2(3H)-carboxylate C(C)(C)(C)OC(=O)N1C[C@H]2N(C3=C(O[C@@H]2CC1)C(=C(C=C3)N)C#N)C